C(C=C)(=O)OC(C)(C)C 1,1-dimethylethyl acrylate